FC=1C=C(C=CC1C1CCN(CC1)C)NC1=CC=NC2=CC(=CC=C12)C1=C(C=CC=C1)F N-(3-fluoro-4-(1-methylpiperidin-4-yl)phenyl)-7-(2-fluorophenyl)quinolin-4-amine